NC=1C(=NC(=C(N1)F)C1=CC=C(C=C1)N1CCN(CC1)C(C)C)C=1C=C2C3(CNC(C2=CC1)=O)CC3 6'-(3-amino-5-fluoro-6-(4-(4-isopropylpiperazin-1-yl)phenyl)pyrazin-2-yl)-2',3'-dihydro-1'H-spiro[cyclopropane-1,4'-isoquinolin]-1'-one